ClC1=C(C=C(C#N)C=C1)C=1NC2=CC(=C(C(=C2C(C1)=O)F)C1=CC=C(C=C1)C(F)(F)F)F 4-chloro-3-(5,7-difluoro-4-oxo-6-(4-(trifluoromethyl)phenyl)-1,4-dihydroquinolin-2-yl)benzonitrile